3-(4-(4-amino-3-(4-phenoxyphenyl)-1H-pyrazolo[3,4-d]pyrimidin-1-yl)-3-fluoropiperidin-1-yl)-[1,3'-biazetidine]-1'-carboxylate NC1=C2C(=NC=N1)N(N=C2C2=CC=C(C=C2)OC2=CC=CC=C2)C2C(CN(CC2)C2CN(C2)C2CN(C2)C(=O)[O-])F